C(C)OC(=O)C=1SC(=C(C1)C1=NNC=C1)CCCBr 5-(3-bromopropyl)-4-(1H-pyrazol-3-yl)thiophene-2-carboxylic acid ethyl ester